2-(methacryloyloxy)propane-1,3-diyl bis(2,2-difluoropropanoate) FC(C(=O)OCC(COC(C(C)(F)F)=O)OC(C(=C)C)=O)(C)F